C(C)(C)(C)C1=C(C=C(C=C1)CC(=O)O)[N+](=O)[O-] 2-(4-tert-butyl-3-nitro-phenyl)acetic acid